C(C1=CC=CC=C1)OCC1=NN(C(N1CC)=O)C=1C=C2C(=CNC(C2=CC1)=O)Br 6-(3-((benzyloxy)methyl)-4-ethyl-5-oxo-4,5-dihydro-1H-1,2,4-triazol-1-yl)-4-bromoisoquinolin-1(2H)-one